C(C)(C)(C)OC(=O)N1CC(C1)(O)C1=CC(=CC(=C1)COCC1=CC=C(C=C1)OC)Br.FC(S(=O)(=O)[N+]=1NN=CC1)(F)F trifluoromethanesulfonyl-triazolium tert-butyl-3-[3-bromo-5-[(4-methoxyphenyl)methoxymethyl]phenyl]-3-hydroxy-azetidine-1-carboxylate